BrC=1N=CC(=NC1)NC(C1=C(C=CC=C1C)F)=O N-(5-bromopyrazin-2-yl)-2-fluoro-6-methylbenzamide